5-oxo-2-nonylpyrrolidine-3-carboxylic acid O=C1CC(C(N1)CCCCCCCCC)C(=O)O